7-chloro-6-[5-chloro-3-(2,2,2-trifluoroethoxy)pyridine-2-yl]oxy-N-(4-methyl-1,1-dioxo-thian-4-yl)imidazo[1,2-a]pyridine-2-carboxamide ClC1=CC=2N(C=C1OC1=NC=C(C=C1OCC(F)(F)F)Cl)C=C(N2)C(=O)NC2(CCS(CC2)(=O)=O)C